3-(2-formylhydrazine-1-carbonyl)-3-methylazetidine-1-carboxylic acid tert-butyl ester C(C)(C)(C)OC(=O)N1CC(C1)(C)C(=O)NNC=O